C1(=CC=CC=C1)NNCCC1=C(C=CC=C1)N(N=O)C 2-phenylhydrazinoethyl-2-methyl-2-phenylhydrazinon